tert-butyl (2R,5R)-2-(3-(N-benzylmethylsulfonamido)phenyl)-5-(hydroxymethyl)pyrrolidine-1-carboxylate C(C1=CC=CC=C1)N(S(=O)(=O)C)C=1C=C(C=CC1)[C@@H]1N([C@H](CC1)CO)C(=O)OC(C)(C)C